4-(METHYLAMINO)-3-NITROBENZALDEHYDE CNC1=C(C=C(C=O)C=C1)[N+](=O)[O-]